C1C=CC2=CC(=CC=C12)C(=O)O Z-indene-5-carboxylic acid